FC=1C=C(C=CC1)CNC(=O)C1CCN(CC1)C(C)C1=CC=C(C2=CC=CC=C12)C#CC1CCN(CC1)CCN1N=CC(=C1)C(=O)O 1-[2-[4-[2-[4-[1-[4-[(3-fluorophenyl)methylcarbamoyl]-1-piperidyl]ethyl]-1-naphthyl]ethynyl]-1-piperidyl]ethyl]pyrazole-4-carboxylic acid